2,2-difluorobenzo[d][1,3]dioxol-4-carboxylic acid FC1(OC2=C(O1)C=CC=C2C(=O)O)F